(E)-[4-[3-(4-Chlorophenyl)-3-[4-[3-(morpholin-4-yl)propynyl]phenyl]allyloxy]-2-methyl-phenoxy]acetic acid ClC1=CC=C(C=C1)/C(=C/COC1=CC(=C(OCC(=O)O)C=C1)C)/C1=CC=C(C=C1)C#CCN1CCOCC1